C(C)(C)NC1=NC=C2N=C(N(C2=N1)C1CCC(CC1)C(=O)N)NC1=C(C(=CC=C1F)F)F (1s,4s)-4-(2-(isopropylamino)-8-(2,3,6-trifluorophenylamino)-9H-purin-9-yl)cyclohexanecarboxamide